C(C=C)C1=C(O)C=CC(=C1O)CC=C 2,4-diallylresorcin